4-(tert-butyl)-N-((1S,2S)-2-(6-fluoro-2,3-dimethylphenyl)-1-(5-oxo-4,5-dihydro-1,3,4-oxadiazol-2-yl)propyl)-piperidine-1-sulfonamide C(C)(C)(C)C1CCN(CC1)S(=O)(=O)N[C@@H]([C@@H](C)C1=C(C(=CC=C1F)C)C)C=1OC(NN1)=O